(9R,13S)-13-[4-(5-chloro-1H-indazol-7-yl)-6-oxo-1,6-dihydropyrimidin-1-yl]-3-(difluoromethyl)-9-methyl-3,4,7,15-tetraazatricyclo[12.3.1.02,6]Octadec-1(18),2(6),4,14,16-pentaen-8-one ClC=1C=C2C=NNC2=C(C1)C=1N=CN(C(C1)=O)[C@H]1CCC[C@H](C(NC=2C=NN(C2C=2C=CN=C1C2)C(F)F)=O)C